octahydro-1H-4,7-epoxyisoindole-1-carboxamide C1(NCC2C3CCC(C12)O3)C(=O)N